BrC1=C(C=C(C=C1)F)NC(C1=CC(=C(C=C1)OC)OC)=S N-(2-Bromo-5-fluorophenyl)-3,4-dimethoxythiobenzamide